2-fluoro-4-[2-(3-fluoro-4-hydroxyphenyl)pent-3-yl]phenolate FC1=C(C=CC(=C1)C(C(C)C1=CC(=C(C=C1)O)F)CC)[O-]